COC1=C([C@@H](C)N)C=CC=C1 (R)-2-methoxy-α-methylbenzylamine